octyl methoxy cinnamate CCCCC(CC)COC(=O)/C=C/C1=CC=C(C=C1)OC